tetrabutylammonium tris(4-t-butylphenyl)borate C(C)(C)(C)C1=CC=C(C=C1)OB(OC1=CC=C(C=C1)C(C)(C)C)OC1=CC=C(C=C1)C(C)(C)C.C(CCC)[N+](CCCC)(CCCC)CCCC